1-(3-bromo-2-fluoro-phenyl)-N-propyl-but-3-en-1-amine BrC=1C(=C(C=CC1)C(CC=C)NCCC)F